[2,2-dimethyl-5-[[(Z)-octadec-9-enoyl]oxymethyl]-1,3-dioxan-5-yl]methyl (Z)-octadec-9-enoate C(CCCCCCC\C=C/CCCCCCCC)(=O)OCC1(COC(OC1)(C)C)COC(CCCCCCC\C=C/CCCCCCCC)=O